(2-methoxy-4-methylphenyl)boric acid COC1=C(C=CC(=C1)C)OB(O)O